tert-butyl (R)-7-oxooctahydro-2H-pyrazino[1,2-a]pyrazine-2-carboxylate O=C1NC[C@H]2N(CCN(C2)C(=O)OC(C)(C)C)C1